3,3,5-trimethyl-1,2,3,3a,4,9-hexahydropyrrolo[2,1-b]quinazolin-9-one CC1(CCN2C1NC=1C(=CC=CC1C2=O)C)C